2-(4-(4-(aminomethyl)-8-hydroxy-1-oxo-1,2-dihydrophthalazin-6-yl)-1-methyl-1H-pyrazol-5-yl)benzo[b]thiophene-3-carbonitrile NCC1=NNC(C2=C(C=C(C=C12)C=1C=NN(C1C1=C(C2=C(S1)C=CC=C2)C#N)C)O)=O